C(#N)C=1C=C(OCCCCN(C(OC(C)(C)C)=O)C)C=C(C1)NC1=CC=C(C=C1)OCC=C tert-Butyl [4-(3-cyano-5-{[4-(prop-2-en-1-yloxy)phenyl]amino}phenoxy)butyl]methylcarbamate